C(CCCCCCCCCCC)OC(=O)C1CC(CCC1)C(=O)OCCCCCCCCCCCC cyclohexane-1,3-dicarboxylic acid di-n-dodecyl ester